C(C)N(CC)CC=1C=CC(=NC1)/C=C/C1=NN(C2=CC(=CC=C12)SC1=CC(=C(C(=O)NCC)C=C1)F)C1OCCCC1 4-[3-[(trans)-2-[5-(diethylaminomethyl)-2-pyridinyl]vinyl]-1-tetrahydropyran-2-yl-indazol-6-yl]sulfanyl-N-ethyl-2-fluorobenzamide